methyl N-methyl-N-(1-((R)-1-tritylaziridine-2-carbonyl) azetidine-3-carbonyl)-L-valinate CN([C@@H](C(C)C)C(=O)OC)C(=O)C1CN(C1)C(=O)C1[N@@](C1)C(C1=CC=CC=C1)(C1=CC=CC=C1)C1=CC=CC=C1